1-((2-(trimethylsilyl)ethoxy)methyl)-1,2-dihydro-3H-pyrazol-3-one C[Si](CCOCN1NC(C=C1)=O)(C)C